N-(4-(cis-bicyclo[3.1.0]hexan-3-yloxy)-3,5-difluorophenyl)-2-(3,3-diethylazetidin-1-yl)-5-methyloxazole-4-carboxamide C12CC(CC2C1)OC1=C(C=C(C=C1F)NC(=O)C=1N=C(OC1C)N1CC(C1)(CC)CC)F